(R/S)-4-(3-(2-bromophenyl)piperazin-1-yl)-5H-pyrrolo[3,2-d]pyrimidin-2-amine BrC1=C(C=CC=C1)[C@@H]1CN(CCN1)C=1C2=C(N=C(N1)N)C=CN2 |r|